FC=1C=NN(C1)C1=CC=C(N=N1)C(=O)O 6-(4-fluoro-1H-pyrazol-1-yl)pyridazine-3-carboxylic acid